(2S,5'R)-7-chloro-1',4-dimethoxy-5'-methyl-3,3'-dioxo-spiro[benzofuran-2,6'-cyclohexene]-6-carbohydrazide ClC1=C(C=C(C=2C([C@@]3([C@@H](CC(C=C3OC)=O)C)OC21)=O)OC)C(=O)NN